NC1=NC=C(C=C1O[C@H](C)C=1C=C(C=CC1)NC(C1=CC(=C(C=C1)Cl)C)=O)Cl (R)-N-(3-(1-((2-amino-5-chloropyridin-3-yl)oxy)ethyl)-phenyl)-4-chloro-3-methylbenzamide